COC(=O)[C@@H]1[C@H](CCCC1)C(NC=1C(=NC(=CC1)Br)F)=O (1S,2S)-2-((6-bromo-2-fluoropyridin-3-yl)carbamoyl)cyclohexane-1-carboxylic acid methyl ester